2-butene-1-sulfinic acid C(C=CC)S(=O)O